1-((3-((4-cyanobenzyl)carbamoyl)-1-methyl-7-oxo-1,4,5,7-tetrahydro-6H-pyrazolo[3,4-c]pyridin-6-yl)methyl)cyclopropane-1-sulfonyl chloride C(#N)C1=CC=C(CNC(=O)C2=NN(C=3C(N(CCC32)CC3(CC3)S(=O)(=O)Cl)=O)C)C=C1